COC1=C(C=CC=C1)C1=NC=CC=N1 (2-methoxyphenyl)pyrimidin